CC=1C(=C(C=2CC3=CC=CC=C3C2C1)C1=C(C2=C(OC3=C2C=CC=C3)C=C1)C1=C(C(=C(C=C1)C1=CC=CC=C1)C1=CC=CC=C1)C1=NN=NC=C1)C (dimethylfluorenyl)[di(phenyl)triazineylphenyl]dibenzofuran